C(C)C1=CC=C(C=C1)C1=CN=C(O1)CSC1=NC(=NC(=N1)C)N 4-({[5-(4-Ethylphenyl)-1,3-oxazol-2-yl]methyl}sulfanyl)-6-methyl-1,3,5-triazin-2-amin